COC=1C=CC(=NC1)COC1=CC=C2CCNCC2=C1 7-[(5-methoxypyridin-2-yl)methoxy]-1,2,3,4-tetrahydroisoquinolin